COC=1C=C2C(=CC=NC2=CC1OC)OC=1C=CC(=NC1)N 5-[(6,7-dimethoxy-4-quinolyl)oxy]-2-aminopyridine